1-((1-Isocyanoethyl-2,2,2-d3)sulfonyl)-4-methylbenzene [N+](#[C-])C(C([2H])([2H])[2H])S(=O)(=O)C1=CC=C(C=C1)C